C(C)(C)(C)OC(N(C)CC=1OC2=C(C1C)C(=CC=C2)O)=O ((4-hydroxy-3-methylbenzofuran-2-yl)methyl)(methyl)carbamic acid tert-butyl ester